CN1C(N2C3=C1C=NC1=CC=CC(=C31)OCC23CCC3)=O 2-methyl-2,9-dihydro-1H-spiro[8-oxa-2,4,10a-triazanaphtho[2,1,8-cde]azulene-10,1'-Cyclobutane]-1-one